FC([C@@]([C@@H](C(NOC(C(C)(C)C)=O)=O)NC(=O)C1=CC=C(C=C1)C1=CC=CC=C1)(C)O)F N-((2S,3S)-4,4-difluoro-3-hydroxy-3-methyl-1-oxo-1-((pivaloyloxy)amino)butan-2-yl)-[1,1'-biphenyl]-4-carboxamide